1-(5-{[(1R,3s,5S)-1,5-dimethyl-8-azabicyclo[3.2.1]octan-3-yl](methyl)amino}[1,3]thiazolo[5,4-d][1,3]thiazol-2-yl)-4-(4-fluoro-1H-pyrazol-1-yl)pyridin-2(1H)-one C[C@]12CC(C[C@](CC1)(N2)C)N(C=2SC1=C(N2)SC(=N1)N1C(C=C(C=C1)N1N=CC(=C1)F)=O)C